C(CCCC=C)OC1=CC=C(C(=O)O)C=C1 4-(hex-5-enyloxy)benzoic acid